trimethyl-(tridecyl-fluorohexyl)silane C[Si](CCCCCC(F)CCCCCCCCCCCCC)(C)C